methyl 2-[1-[2-(3-azabicyclo[3.1.0]hexan-3-yl)-3,6-dimethyl-4-oxo-quinazolin-8-yl]ethylamino]benzoate C12CN(CC2C1)C1=NC2=C(C=C(C=C2C(N1C)=O)C)C(C)NC1=C(C(=O)OC)C=CC=C1